ClC1=C2C(=NC(=C1)Cl)N(C=C2)COCC[Si](C)(C)C 2-[(4,6-dichloropyrrolo[2,3-b]pyridin-1-yl)methoxy]ethyl-trimethyl-silane